C1(CC1)OC1=CC=2N(C=C1C(=O)NC=1C(N(C=CC1)[C@H]1[C@H](C1)F)=O)C=C(N2)C21COC(C2)(C1)C 7-cyclopropoxy-N-(1-((1R,2S)-2-fluorocyclopropyl)-2-oxo-1,2-dihydropyridin-3-yl)-2-(1-methyl-2-oxabicyclo[2.1.1]hexan-4-yl)imidazo[1,2-a]pyridine-6-carboxamide